tri(o-methylphenyl)phosphine sulfide CC1=C(C=CC=C1)P(C1=C(C=CC=C1)C)(C1=C(C=CC=C1)C)=S